tert-butyl 3-(((7-(8-chloro-7-fluoronaphthalen-1-yl)-8-fluoro-2-((tetrahydro-1H-pyrrolizin-7a(5H)-yl)methoxy)pyrido[4,3-d]pyrimidin-4-yl)(methyl)amino)methyl)azetidine-1-carboxylate ClC=1C(=CC=C2C=CC=C(C12)C1=C(C=2N=C(N=C(C2C=N1)N(C)CC1CN(C1)C(=O)OC(C)(C)C)OCC12CCCN2CCC1)F)F